CS(=O)(=O)OC(CCCCCCCCCCOC1OCCCC1)CC\C=C/C\C=C/C\C=C/C\C=C/C\C=C/C\C=C/CC (14Z,17Z,20Z,23Z,26Z,29Z)-1-((tetrahydro-2H-pyran-2-yl)oxy)dotriaconta-14,17,20,23,26,29-hexaen-11-yl methanesulfonate